C(C)OC(=O)C1=NN(C=C1C1=C(C=C(C=C1)Cl)OC)C=1C=NC=CC1 4-(4-chloro-2-methoxyphenyl)-1-(pyridin-3-yl)-1H-pyrazole-3-carboxylic acid ethyl ester